F[C@@H]1[C@@H](O[C@@H]([C@H]1O)CO)N1C=2N=C(NC(C2N=C1)=O)N 9-(2-Deoxy-2-fluoro-β-D-arabinofuranosyl)guanine